Cl.Cl.Cl.FC1=C(C=CC(=C1F)C=1C=NNC1)C1=NC=C(N=C1)OC1CC(NC(C1)(C)C)(C)C 2-[2,3-difluoro-4-(1H-pyrazol-4-yl)phenyl]-5-[(2,2,6,6-tetramethylpiperidin-4-yl)oxy]pyrazin-Trihydrochlorid